CNC(=O)C1=NC=CC(=C1)OC1=CC=C(C=C1)NC(C1=NC=C(C=C1)C1=CC=CC=C1)=O N-(4-(2-(methylcarbamoyl)pyridin-4-yloxy)phenyl)-5-phenylpicolinamide